C(C)(C)(C)OC(=O)N1CCC2(CC1)CC=C(CC2)C2=C(C1=C(N=CN=C1N)N2C)C=2C=NC=C(C2)F 9-[4-amino-5-(5-fluoropyridin-3-yl)-7-methyl-7H-pyrrolo[2,3-d]pyrimidin-6-yl]-3-azaspiro[5.5]undec-8-ene-3-carboxylic acid tert-butyl ester